methyl-carbazol CC1=CC=CC=2C3=CC=CC=C3NC12